tert-butyl 4-[4-[3-(4-amino-1-isopropyl-pyrazolo[3,4-d]pyrimidin-3-yl)-5-cyclopropyl-isoxazol-4-yl]triazol-1-yl]piperidine-1-carboxylate NC1=C2C(=NC=N1)N(N=C2C2=NOC(=C2C=2N=NN(C2)C2CCN(CC2)C(=O)OC(C)(C)C)C2CC2)C(C)C